1-formylbenzoic acid C(=O)C1(C(=O)O)CC=CC=C1